N-(2-aminoethyl)carbamic acid tert-butyl ester CC(C)(C)OC(=O)NCCN